N-methoxy-N,6-dimethylpyridine-carboxamide CON(C(=O)C1=NC(=CC=C1)C)C